N,N'-didodecyl-urea C(CCCCCCCCCCC)NC(=O)NCCCCCCCCCCCC